methyl 4-{6-methoxyimidazo[1,5-a]pyridin-7-yl}-6-methylpyridine-3-carboxylate COC=1C(=CC=2N(C1)C=NC2)C2=C(C=NC(=C2)C)C(=O)OC